(4-(2,2-difluoroethyl)piperazin-1-yl)-2,2-dimethyl-2,3-dihydrofuro[2,3-b]pyridin-5-amine FC(CN1CCN(CC1)C1C(OC2=NC=C(C=C21)N)(C)C)F